C(CCCC)(=O)ONC(C(F)(F)F)C1=CC(=C(C=C1)C1=C(C=CC(=C1)C=O)O)F ((2,2,2-trifluoro-1-(2-fluoro-5'-formyl-2'-hydroxy-[1,1'-biphenyl]-4-yl) ethyl) amino) pentanoate